(S)-N-(1-(4-((4-cyclopropyl-1,5-naphthyridin-3-yl)amino)phenyl)-2,2,2-trifluoroethyl)-4-(1,3-dioxoisoindolin-2-yl)-N-methylcyclohexane-1-carboxamide C1(CC1)C1=C(C=NC2=CC=CN=C12)NC1=CC=C(C=C1)[C@@H](C(F)(F)F)N(C(=O)C1CCC(CC1)N1C(C2=CC=CC=C2C1=O)=O)C